C(C)(C)(C)C1=NOC(=C1)NC(CC1=CC=C(C=C1)N1C=NC2=C1C=CC(=C2)C2=NC=CC=C2)=O N-(3-(tert-butyl)isoxazol-5-yl)-2-(4-(5-(pyridin-2-yl)-1H-benzo[d]imidazol-1-yl)phenyl)acetamide